FC=1C(=NC(=C(C1)C=1C=NN(C1)CC1(CCCC1)C)C1=CC=2N(C=C1)C=CN2)C#N 3-fluoro-6-(imidazo[1,2-a]pyridin-7-yl)-5-(1-((1-methylcyclopentyl)methyl)-1H-pyrazol-4-yl)picolinonitrile